ClC=1C=C(C=2N(N1)C=CN2)[C@@H]2[C@H](C2)C2=CC(=C(C#N)C=C2)C 4-((1S,2S)-2-(6-chloroimidazo[1,2-b]pyridazin-8-yl)cyclopropyl)-2-methylbenzonitrile